1-methyl-3,4-diphenyl-1-azaspiro[4.5]deca-3,6,9-triene-2,8-dione CN1C(C(=C(C12C=CC(C=C2)=O)C2=CC=CC=C2)C2=CC=CC=C2)=O